(3-((Tert-Butyldiphenylsilyl)oxy)-1-cyano-1-(isoquinolin-4-ylamino)propan-2-yl)carbamic acid tert-butyl ester C(C)(C)(C)OC(NC(C(NC1=CN=CC2=CC=CC=C12)C#N)CO[Si](C1=CC=CC=C1)(C1=CC=CC=C1)C(C)(C)C)=O